N,2,2-Trimethyl-3-[7-oxo-2-{[(1S)-1-phenylethyl]amino}pyrido[2,3-d]pyrimidin-8(7H)-yl]propanamid CNC(C(CN1C(C=CC2=C1N=C(N=C2)N[C@@H](C)C2=CC=CC=C2)=O)(C)C)=O